5-octadecanoyloxy-2-(4-nitrophenylazo)phenol C(CCCCCCCCCCCCCCCCC)(=O)OC=1C=CC(=C(C1)O)N=NC1=CC=C(C=C1)[N+](=O)[O-]